magnesium-silver-silver chloride [Ag]Cl.[Ag].[Mg]